S(OC1=CC=C(C=C1)OCC1=C(C=C(C=C1F)C1=CC(N(C=C1)O)=O)F)(=O)(=O)F 4-((2,6-difluoro-4-(1-hydroxy-2-oxo-1,2-dihydropyridin-4-yl)benzyl)oxy)phenyl sulfurofluoridate